NC1=NC=NC2=C(C=C(C=C12)F)C(=O)NC1=C2C=CN=C(C2=CC=C1C)NC1=C(C=CC(=C1)Cl)F 4-amino-N-(1-((5-chloro-2-fluorophenyl)amino)-6-methylisoquinolin-5-yl)-6-fluoroquinazoline-8-carboxamide